tert-butyl trans-3-(4-(5-aminopyridin-3-yl)-1H-1,2,3-triazol-1-yl)-4-(4-(trifluoromethyl)benzyloxy)pyrrolidine-1-carboxylate NC=1C=C(C=NC1)C=1N=NN(C1)[C@@H]1CN(C[C@H]1OCC1=CC=C(C=C1)C(F)(F)F)C(=O)OC(C)(C)C